ClC1=C(C=CC=C1C1=C(C(=NC=C1)C1=CC=2CCC[C@@H](C2C=C1)NC[C@@H]1NC(CC1)=O)Cl)C1=CC=C(C(=N1)OC)CN[C@@H](CCO)C(=O)O ((6-(2-chloro-3-(3-chloro-2-((S)-5-((((R)-5-oxopyrrolidin-2-yl)methyl)amino)-5,6,7,8-tetrahydronaphthalen-2-yl)pyridin-4-yl)phenyl)-2-methoxypyridin-3-yl)methyl)-L-homoserine